3-(((benzylthio)thiocarbonyl)thio)propionic acid C(C1=CC=CC=C1)SC(=S)SCCC(=O)O